O1CC(C1)OC1=NC(=NC=C1C(F)(F)F)N[C@H]1CN(CCC1)C=1C2=C(N=CN1)CN(CC2)S(=O)(=O)C=C (R)-4-(oxetan-3-yloxy)-5-(trifluoromethyl)-N-(1-(7-(vinylsulfonyl)-5,6,7,8-tetrahydropyrido[3,4-d]pyrimidin-4-yl)piperidin-3-yl)pyrimidin-2-amine